C(C)(C)(C)OC(=O)N1CCC(CC1)(C(CC)N1C=NC(=CC1=O)C1=CC=CC=C1)O 4-hydroxy-4-(1-(6-oxo-4-phenylpyrimidin-1(6H)-yl)propyl)piperidine-1-carboxylic acid tert-butyl ester